C(C(C)C)C1(C(NC(N1)=O)=O)C1=CC=C(C=C1)C(=O)N1CCN(CC1)C1=NC(=C(C=C1C)C)C 5-isobutyl-5-{4-[4-(3,5,6-trimethylpyridin-2-yl)piperazine-1-carbonyl]phenyl}imidazolidine-2,4-dione